tert-butyl N-ethyl-N-[1-[2-(7-fluoro-2-methylindazol-5-yl)thieno[2,3-d][1,3]thiazol-5-yl]piperidin-4-yl]carbamate C(C)N(C(OC(C)(C)C)=O)C1CCN(CC1)C1=CC2=C(N=C(S2)C2=CC3=CN(N=C3C(=C2)F)C)S1